3-(1H-PYRAZOL-4-YL)PYRIDINE N1N=CC(=C1)C=1C=NC=CC1